CC1(CC1)\C(\C)=N/O (Z)-1-(1-methylcyclopropyl)ethan-1-one oxime